C(C)(C)(C)OC(=O)N1C=C(C2=CC(=CC=C12)Br)CO 5-bromo-3-(hydroxymethyl)-1H-indole-1-carboxylic acid tert-butyl ester